Hexacosandioic acid C(CCCCCCCCCCCCCCCCCCCCCCCCC(=O)O)(=O)O